(3S)-3-[(8-ethoxy-5-quinolyl)amino]Pyrrolidine C(C)OC=1C=CC(=C2C=CC=NC12)N[C@@H]1CNCC1